7'-(1-methyl-1H-pyrrol-2-yl)-2'-oxo-1',4'-dihydro-2'H-spiro[pyrrolidine-3,3'-quinoline]-1-carbonitrile CN1C(=CC=C1)C1=CC=C2CC3(C(NC2=C1)=O)CN(CC3)C#N